2-(3-(tert-butyldimethylsilyloxy)propyl)-2H-indazole [Si](C)(C)(C(C)(C)C)OCCCN1N=C2C=CC=CC2=C1